3-(2-(5-(4-hydroxybenzylidene)-3-(4-n-butylphenyl)-4-oxothiazolidine-2-ylidene)hydrazono)-5-chloro-1H-indol-2-one OC1=CC=C(C=C2C(N(C(S2)=NN=C2C(NC3=CC=C(C=C23)Cl)=O)C2=CC=C(C=C2)CCCC)=O)C=C1